C(C=C)(=O)NC(CN)=O N-acryloylglycinamid